BrC=1C(=C(C=CC1)NC(=O)C1=CC=C(C=N1)CNCCCNC(OC(C)(C)C)=O)Cl tert-butyl (3-(((6-((3-bromo-2-chlorophenyl)carbamoyl)pyridin-3-yl)methyl)amino)propyl)carbamate